O=C1NC(CCC1C1=C(C(=C(C=C1)N1CC(C1)NC(OC(C)(C)C)=O)OC)F)=O tert-butyl (1-(4-(2,6-dioxopiperidin-3-yl)-3-fluoro-2-methoxyphenyl)azetidin-3-yl)carbamate